C(CCCCCCCCCCCCCCCCC)NCCCCCCCCCCCCCCCCCC di-(n-octadecyl)amine